(5-((6,7-dimethoxy-3-methyl-4-oxo-3,4-dihydrophthalazin-1-yl)methyl)indolin-1-yl)sulphonylcarbamic acid tert-butyl ester C(C)(C)(C)OC(NS(=O)(=O)N1CCC2=CC(=CC=C12)CC1=NN(C(C2=CC(=C(C=C12)OC)OC)=O)C)=O